4-Methyl-9-(2,3,5-tri-O-benzoyl-β-D-ribofuranosyl)-9H-pyrido[2',3':4,5]pyrrolo[2,3-d]pyrimidine CC=1C2=C(N=CN1)N(C1=C2N=CC=C1)[C@H]1[C@H](OC(C2=CC=CC=C2)=O)[C@H](OC(C2=CC=CC=C2)=O)[C@H](O1)COC(C1=CC=CC=C1)=O